(E)-1-(pyridin-3-yl)-3-(trifluoromethyl)pent-2-en-1-one N1=CC(=CC=C1)C(\C=C(/CC)\C(F)(F)F)=O